FC1=CC=C(C=C1)C=1N(C=CC(C1C(=O)O)=O)C (4-fluorophenyl)-1-methyl-4-oxo-1,4-dihydropyridine-3-carboxylic acid